C(C)(C)(C)OC(=O)N1[C@H](C[C@@H](C1)N1C=C(C=2C(=NC=CC21)Cl)C#CC2=CC1=C(N(C=N1)C1CC1)C=C2)COC (2r,4s)-4-(4-chloro-3-((1-cyclopropyl-1H-benzo[d]imidazol-5-yl)ethynyl)-1H-pyrrolo[3,2-c]pyridin-1-yl)-2-(methoxymethyl)pyrrolidine-1-carboxylic acid tert-butyl ester